2-iodo-N-(p-tolyl)benzamide IC1=C(C(=O)NC2=CC=C(C=C2)C)C=CC=C1